4-(azidomethyl)pyridin N(=[N+]=[N-])CC1=CC=NC=C1